NC1=C2C(=NC=N1)N(N=C2C2=CC=C(C=C2)CNC(=O)C2=CC1=CC=CC=C1C=C2OC)C2CCCC2 N-[[4-(4-Amino-1-cyclopentyl-pyrazolo[3,4-d]pyrimidin-3-yl)phenyl]methyl]-3-methoxynaphthalene-2-carboxamide